ClC=1C=C(C=CC1)C([C@@H](C1=CC=CC=C1)OC(N)=O)(C)C carbamic acid (R)-2-(3-chlorophenyl)-2-methyl-1-phenylpropyl ester